C1(CCCC1)[C@@H](C)OC(=O)NC=1C(=NOC1C1=CC=C(C(=N1)C)NC(=O)[C@@H]1[C@H](CCCC1)C(=O)OC(C)(C)C)C tert-butyl (1S,2S)-2-((6-(4-((((R)-1-cyclopentylethoxy)carbonyl)amino)-3-methylisoxazol-5-yl)-2-methylpyridin-3-yl)carbamoyl)cyclohexane-1-carboxylate